C(#N)C1=CC(=C(C(=O)OC(C)(C)C)C=C1OCCCC(C(=O)OC)(C)C)OC tert-Butyl 4-cyano-2-methoxy-5-((5-methoxy-4,4-dimethyl-5-oxopentyl)oxy)benzoate